(E)-(3-chloropyridin-4-yl)(2-chlorostyryl)(imino)-λ6-sulfanone ClC=1C=NC=CC1S(=O)(=N)\C=C\C1=C(C=CC=C1)Cl